N1C=CC=2C1=NC=C(C2)C=2C=C(C=CC2)C=CC(=O)NC2=C(C=CC=C2)C(F)(F)F 3-(3-(1H-pyrrolo[2,3-b]pyridin-5-yl)phenyl)-N-(2-(trifluoromethyl)phenyl)acrylamide